BrC=1C=C2CCN(C(C2=CC1)=O)C=1C=CC(=C(C1)NS(=O)(=O)C)OCOCCOC N-(5-(6-bromo-1-oxo-3,4-dihydroisoquinolin-2(1H)-yl)-2-((2-methoxyethoxy)methoxy)phenyl)methanesulfonamide